tert-butyl N-(4-amino-2-bromo-phenyl)-N-[[4-(trifluoromethyl)phenyl]methyl]carbamate NC1=CC(=C(C=C1)N(C(OC(C)(C)C)=O)CC1=CC=C(C=C1)C(F)(F)F)Br